trans-p-acetoxycinnamyl alcohol C(C)(=O)OC1=CC=C(/C=C/CO)C=C1